N-succinimidyl-glutaramide C1(CCC(N1NC(CCCC(=O)N)=O)=O)=O